C(CCCCCCCCCCCCCCCCCCC)[Si](OC)(OC)OC eicosanyl-trimethoxysilane